C(C)(C)(C)OC(=O)C1C=NC2=NC=CC=C2C1 naphthyridine-3(4H)-carboxylic acid tert-butyl ester